O1CCN(CC1)C1CCN(CC1)CC1=CC=C(C=C1)C#CC1=CC=C(C=C1)C1=CC(=NO1)CN1C(=NC=C1)[C@H](C)O (S)-1-(1-((5-(4-((4-((4-morpholinopiperidin-1-yl)methyl)phenyl)ethynyl)phenyl)isoxazole-3-yl)methyl)-1H-imidazol-2-yl)ethan-1-ol